CN1N=CC=C1C1CC(C1)C(=O)O (1s,3s)-3-(1-methyl-1H-pyrazol-5-yl)cyclobutane-1-carboxylic acid